OC[C@H]1O[C@@]2([C@@H](CCO2)\N=C/C2=C(C3=CC=CC=C3C=C2)O)[C@@H]([C@H]([C@H]1O)N1N=NC(=C1)C1=CC(=C(C(=C1)F)F)F)O (4R,5S,7R,8R,9S,10R)-7-(hydroxymethyl)-4-((Z)-((1-hydroxynaphthalen-2-yl)methylene)amino)-9-(4-(3,4,5-trifluorophenyl)-1H-1,2,3-triazol-1-yl)-1,6-dioxaspiro[4.5]decane-8,10-diol